1,3,5-trichloro-2-nitro-benzene ClC1=C(C(=CC(=C1)Cl)Cl)[N+](=O)[O-]